(3-chloro-2-fluorobenzyl)-N1-cyclobutylethane-1,2-diamine dihydrochloride Cl.Cl.ClC=1C(=C(CC(CN)NC2CCC2)C=CC1)F